C(C)(=O)N1C(CCC1)C(=O)OCCCCCCCCCC decyl 1-acetylpyrrolidine-2-carboxylate